3-Ethynylpyridazine C(#C)C=1N=NC=CC1